CC=1C=C2C=CN(C2=CC1C(NC1(CC1)C1=CC=CC2=CC=CC=C12)=O)C1CN(C1)C(=O)OC(C)(C)C tert-butyl 3-(5-methyl-6-((1-(naphthalen-1-yl)cyclopropyl)carbamoyl)-1H-indol-1-yl)azetidine-1-carboxylate